4-(2-fluoro-6-methoxy-3-(trifluoromethyl)phenyl)-N-(5-hydroxy-1,3,4-thiadiazol-2-yl)-6-methylnicotinamide FC1=C(C(=CC=C1C(F)(F)F)OC)C1=CC(=NC=C1C(=O)NC=1SC(=NN1)O)C